CC1=CC(=NC(=C1)O[C@@H]1CNCC1)NC1=CC2=C(C=N1)SC(=N2)N2C[C@H](CCC2)O (3S)-1-(6-{[4-Methyl-6-((3S)-pyrrolidin-3-yloxy)pyridin-2-yl]amino}-[1,3]thiazolo[5,4-c]pyridin-2-yl)piperidin-3-ol